FC1=C(C=CC=C1)C=1C=C(N(C1C)C)C(C(=O)NC=1C=CC2=C(OC[C@@H]3N2CCN(C3)C3=NC=C(C=N3)F)C1)=O (R)-2-(4-(2-fluorophenyl)-1,5-dimethyl-1H-pyrrol-2-yl)-N-(3-(5-fluoropyrimidin-2-yl)-1,2,3,4,4a,5-hexahydrobenzo[b]pyrazino[1,2-d][1,4]oxazin-8-yl)-2-oxoacetamide